CC(CCOC=1C=C(C=CC1)C=1SC=2NS(C=3C=CC=C(NCCCCCCC4=CC=CC=C4C1N2)C3)(=O)=O)(C)C 6-[3-(3,3-Dimethylbutoxy)phenyl]-2λ6,5-dithia-3,20,26-triazatetracyclo[19.3.1.14,7.08,13]hexacosa-1(25),4(26),6,8,10,12,21,23-octaene 2,2-dioxide